NC=1C2=C(N=CN1)N(C=C2C2=CC=C(C=C2)NC(=O)NC2=NOC(=C2)CC)[C@@H]2CC[C@H](CC2)N2CCN(CC2)C 1-(4-(4-amino-7-((trans)-4-(4-methylpiperazin-1-yl)cyclohexyl)-7H-pyrrolo[2,3-d]pyrimidin-5-yl)phenyl)-3-(5-ethylisoxazol-3-yl)urea